FC1=C(C=CC=C1F)NC(=O)[C@H]1C(N(C[C@@H]1C=1C=NC(=CC1)C(F)(F)F)C)=O (3S,4S)-N-(2,3-difluorophenyl)-1-methyl-2-oxo-4-[6-(trifluoromethyl)-3-pyridinyl]-3-pyrrolidinecarboxamide